(S)-N-(3-(2-((3S,4S)-3-fluoro-4-hydroxypyrrolidin-1-yl)-6-morpholinopyridin-4-yl)-4-methylphenyl)-3-(2,2,2-trifluoroethyl)pyrrolidine-1-carboxamide F[C@H]1CN(C[C@@H]1O)C1=NC(=CC(=C1)C=1C=C(C=CC1C)NC(=O)N1C[C@@H](CC1)CC(F)(F)F)N1CCOCC1